C(=O)(O)[C@H](CC(=O)N1CC2=C(C(=CC(=C2C1)Cl)OC)Cl)C 2-((S)-3-carboxybutanoyl)-4,7-dichloro-6-methoxyisoindolin